styryltris(trimethylsiloxy)silane C(=CC1=CC=CC=C1)[Si](O[Si](C)(C)C)(O[Si](C)(C)C)O[Si](C)(C)C